4-((6-chloro-2-methoxyacridin-9-yl)-amino)-2-((4-(2,2-dimethoxy-ethyl)piperazin-1-yl)methyl)phenol ClC=1C=C2N=C3C=CC(=CC3=C(C2=CC1)NC1=CC(=C(C=C1)O)CN1CCN(CC1)CC(OC)OC)OC